(5-hydroxypyridin-2-yl)ethanone Methyl-(S)-4'-(2-oxo-3-(pyrrolidin-3-yl)-6-(trifluoromethyl)-2,3-dihydro-1H-imidazo[4,5-b]pyridin-1-yl)-[1,1'-biphenyl]-4-carboxylate hydrochloride Cl.COC(=O)C1=CC=C(C=C1)C1=CC=C(C=C1)N1C(N(C2=NC=C(C=C21)C(F)(F)F)[C@@H]2CNCC2)=O.OC=2C=CC(=NC2)C(C)=O